1-butyl-5-(2-chloro-5-(isobutyrylaminomethyl)benzoylamino)-N-(4-chlorophenyl)-1H-indole-2-carboxamide C(CCC)N1C(=CC2=CC(=CC=C12)NC(C1=C(C=CC(=C1)CNC(C(C)C)=O)Cl)=O)C(=O)NC1=CC=C(C=C1)Cl